FC(C1=NC(=CC(=N1)NCC1=C(C=C(C=C1)OC)OC)NC1=NC=C(C(=C1)OC(F)(F)F)C=1C=NN(C1)C)F 2-(difluoromethyl)-N4-(2,4-dimethoxybenzyl)-N6-(5-(1-methyl-1H-pyrazol-4-yl)-4-(trifluoromethoxy)pyridin-2-yl)pyrimidine-4,6-diamine